FC1=CC=C(C=C1)CN1C(NC2=C1C=CC(=C2)S(=O)(=O)NC2(CC2)C)=O 1-[(4-fluorophenyl)methyl]-N-(1-methylcyclopropyl)-2-oxo-3H-benzoimidazole-5-sulfonamide